ClC=1C=C2C=C(NC2=CC1C1=NC=C(C=N1)OC)CNC(C)=O N-((5-chloro-6-(5-methoxypyrimidin-2-yl)-1H-indol-2-yl)methyl)acetamide